(S)-2-(1-(3-chloro-4-fluorophenyl)-1H-pyrazol-4-yl)-N-(3-cyclopropyl-1H-pyrazol-5-yl)propanamide ClC=1C=C(C=CC1F)N1N=CC(=C1)[C@@H](C(=O)NC1=CC(=NN1)C1CC1)C